C12CC=CCC2CC1 bicyclo[4.2.0]oct-3-ene